C(C)(C)(C)OC(=O)N1C(NC(C(=C1)C)=O)=O 5-methyl-2,4-dioxo-3H-pyrimidine-1-carboxylic acid tert-butyl ester